4,5-diiodo-1-(4-methoxybenzyl)-1H-imidazole IC=1N=CN(C1I)CC1=CC=C(C=C1)OC